Cl.NC1=C2C(=NC=N1)N(N=C2C(=O)N)C2=C(C=CC=C2)C2CNCCC2 4-amino-1-(piperidin-3-yl-Phenyl)-1H-pyrazolo[3,4-d]Pyrimidine-3-carboxamide hydrochloride